C1(=CC=C(C=C1)C(=O)N1CC2=C(CC1)SC(=C2)C2=NOC(=N2)C(F)(F)F)C p-tolyl(2-(5-(trifluoromethyl)-1,2,4-oxadiazol-3-yl)-6,7-dihydrothieno[3,2-c]pyridin-5(4H)-yl)methanone